CC(C(C(=O)OC(C)(C)C)=C)C(NC(C)(C)C1=CC=C(C=C1)C(F)(F)F)=O tert-butyl 3-methyl-2-methylene-4-oxo-4-((2-(4-(trifluoromethyl)phenyl)propan-2-yl)amino)butanoate